1H-pyrazolo[3,4-b]pyrazine-3-carboxamide N1N=C(C=2C1=NC=CN2)C(=O)N